m-bromophenyl-oxazoline BrC=1C=C(C=CC1)C=1OCCN1